OCC[N+](C)(C)C.C(CCCCCCCCC)(=O)OC[C@@H](OC(CCCCCCCCC)=O)COP(=O)(O)O 1,2-didecanoyl-sn-glycero-3-phosphate choline